ClC1=C(C=C(C(=C1)F)C1=NC=NC2=CC(=CC=C12)N1CCOCC1)C(C1=CC=C(N=N1)OCCO)O 2-(6-{[2-Chloro-4-fluoro-5-(7-morpholin-4-yl-quinazolin-4-yl)-phenyl]hydroxy-methyl}pyridazin-3-yl-oxy)ethanol